(2S,4S)-4-[3-[3-(3-aminopropyl)-2-methyl-indazol-4-yl]allyloxy]-1-[3-(2,4-difluorophenyl)imidazo[1,5-a]pyrazin-8-yl]pyrrolidine-2-carboxylic acid NCCCC=1N(N=C2C=CC=C(C12)C=CCO[C@H]1C[C@H](N(C1)C=1C=2N(C=CN1)C(=NC2)C2=C(C=C(C=C2)F)F)C(=O)O)C